CS(=O)(=O)NCCNC(=O)C=1C=CC=2N(C1)N=CC2C2=CC=CC(=N2)C2CN(CCC2)C(=O)[O-] 3-[6-[6-[2-(methanesulfonamido)ethylcarbamoyl] pyrazolo[1,5-a]pyridin-3-yl]-2-pyridyl]piperidine-1-carboxylate